ClC1=CC=C(CN2N=C3C4=C(CCC3=C2)OC(=C4C)C(=O)NC4=CC(=CC(=C4)OC)OC)C=C1 2-(4-chlorobenzyl)-N-(3,5-dimethoxyphenyl)-8-methyl-4,5-dihydro-2H-furo[2,3-g]indazole-7-carboxamide